C[C@@H]1N(CC[C@]2(C1)OCCC1=C2SC(=C1)C(F)(F)F)CC=1N=NN(C1)CCS(=O)(=O)C (2'S,7R)-2'-methyl-1'-[[1-(2-methylsulfonylethyl)triazol-4-yl]methyl]-2-(trifluoromethyl)spiro[4,5-dihydrothieno[2,3-c]pyran-7,4'-piperidine]